NC1=NC2=CC(=CC=C2C=N1)C1=NC=CC(=C1)NC(\C=C\C(F)(F)F)=O (2E)-N-[2-(2-aminoquinazolin-7-yl)pyridin-4-yl]-4,4,4-trifluorobut-2-enamide